FC1=C(C=C(C=C1)F)C(CC#CC#CC=1C=2N(C=CC1C(=O)N)N=CC2C(F)(F)F)C=2C(N(C=CC2)C)=O 4-(6-(2,5-Difluorophenyl)-6-(1-methyl-2-oxo-1,2-dihydropyridin-3-yl)hexa-1,3-Diyn-1-yl)-3-(trifluoromethyl)pyrazolo[1,5-a]pyridine-5-carboxamide